O1N=C(C=C1)NC(C1=CC(=CC=C1)[C@@H](C)N1C=NC2=CC(=CC=C2C1=O)C=1C=NNC1C(F)(F)F)=O (R)-N-(isoxazol-3-yl)-3-(1-(4-oxo-7-(5-(trifluoromethyl)-1H-pyrazol-4-yl)quinazolin-3(4H)-yl)ethyl)benzamide